FC=1C(=NC(N(C1)[C@@H]1CS[C@@H](O1)CO)=O)NC(OC)=O methyl (5-fluoro-1-((2R,5S)-2-(hydroxymethyl)-1,3-oxathiolan-5-yl)-2-oxo-1,2-dihydropyrimidin-4-yl)carbamate